BrC=1C=C2C(CN(C(C2=CC1)=O)CC(=O)OCC)C ethyl 2-(6-bromo-4-methyl-1-oxo-3,4-dihydroisoquinolin-2-yl)acetate